ClC1=C(C=CC(=C1)Cl)[C@@H](C)OC=1C=C(N=NC1C)N1CC(C1)[C@@H]1CN(CCC1)C1CC(C1)(C(=O)O)C (1R,3r)-3-((R)-3-(1-(5-((R)-1-(2,4-dichlorophenyl)ethoxy)-6-methylpyridazin-3-yl)azetidin-3-yl)piperidin-1-yl)-1-methylcyclobutane-1-carboxylic acid